O([C@H]1[C@H](O)[C@@H](O)[C@@H](O)[C@H](O1)CO)C1=CC(=CC=C1)C(=O)NN m-Hydrazinecarbonylphenyl β-D-galactopyranoside